2-(3,4-difluorophenyl)-5-fluoro-4-(methoxycarbonyl)pyridine 1-oxide FC=1C=C(C=CC1F)C1=[N+](C=C(C(=C1)C(=O)OC)F)[O-]